C(C)OC=1C(=CC(N2[C@@H](CSC12)C(=O)O)=O)CC1=CC=CC2=CC=CC=C12 (3R)-7-ethoxy-6-[(1-naphthyl)methyl]-4-oxo-1-thia-3a-aza-3-indanecarboxylic acid